(2,3-dihydro-1H-inden-5-yl)-2-phenylprop-2-en-1-one C1CCC2=CC(=CC=C12)C(C(=C)C1=CC=CC=C1)=O